(4aR,5S,6aS)-5,7-dihydroxy-4a,6a-dimethyl-4,4a,4b,5,6,6a,7,8,9,9a,9b,10-dodecahydro-1H-indeno[5,4-f]quinolin-2(3H)-one O[C@H]1C[C@@]2(C(CCC2C2C1[C@]1(CCC(NC1=CC2)=O)C)O)C